4-(6-(4-amino-4-((dimethylamino)methyl)piperidin-1-yl)pyridin-3-yl)-6-ethoxypyrazolo[1,5-a]pyridine-3-carbonitrile NC1(CCN(CC1)C1=CC=C(C=N1)C=1C=2N(C=C(C1)OCC)N=CC2C#N)CN(C)C